1,1,1,2,2-Pentafluoro-4,4-dimethylpentan-3-amine hydrochloride Cl.FC(C(C(C(C)(C)C)N)(F)F)(F)F